8-(2-chlorophenyl)-6,7-dihydro-5H-benzo[7]annulen-9-yl trifluoromethanesulfonate FC(S(=O)(=O)OC1=C(CCCC2=C1C=CC=C2)C2=C(C=CC=C2)Cl)(F)F